methyl 6-(4-tert-butylphenyl)-2-chloro-pyridine-3-carboxylate C(C)(C)(C)C1=CC=C(C=C1)C1=CC=C(C(=N1)Cl)C(=O)OC